N1N=CC(=C1)C1CCC(CC1)NC1=CC(=NC=C1C(=O)NC[C@H](C(C)(C)O)F)C1=CC=C2N1N=CC(=C2)C#N 4-(((1r,4R)-4-(1H-pyrazol-4-yl)cyclohexyl)amino)-6-(3-cyanopyrrolo[1,2-b]pyridazin-7-yl)-N-((R)-2-fluoro-3-hydroxy-3-methylbutyl)nicotinamide